C(C)C1=CC=CC2=C1N=C(O2)NC2=CC=C(C=C2)OC ethyl-2-((4-methoxyphenyl)amino)benzo[d]oxazole